FC(C1=NN=C(O1)C=1C=NC(=NC1)NC1(CC1)C1=CC=C(C=C1)OC)F 5-(5-(difluoromethyl)-1,3,4-oxadiazol-2-yl)-N-(1-(4-methoxyphenyl)cyclopropyl)pyrimidin-2-amine